1-(2,6-diisopropylphenyl)-2-(3-((5-(1-(2,6-diisopropylphenyl)-1H-imidazol-2-yl)-[1,1'-biphenyl]-3-yl)oxy)phenyl)-1H-imidazole C(C)(C)C1=C(C(=CC=C1)C(C)C)N1C(=NC=C1)C1=CC(=CC=C1)OC=1C=C(C=C(C1)C=1N(C=CN1)C1=C(C=CC=C1C(C)C)C(C)C)C1=CC=CC=C1